7-fluoro-6-(5-methoxypyrimidin-2-yl)-2-[[(1r,3s)-3-[[6-oxo-5-(trifluoromethyl)-1H-pyridazin-4-yl]amino]cyclohexyl]methyl]isoquinolin-1-one FC1=C(C=C2C=CN(C(C2=C1)=O)C[C@H]1C[C@H](CCC1)NC=1C=NNC(C1C(F)(F)F)=O)C1=NC=C(C=N1)OC